CC(C(=O)O)CC1(NC(NC1=O)=O)C 2-methyl-3-(4-methyl-2,5-dioxo-imidazolidin-4-yl)propanoic acid